COC(CC1(CCC2=C(C=CC=C12)C)CCCC(=O)OC)=O methyl 4-(1-(2-methoxy-2-oxoethyl)-4-methyl-2,3-dihydro-1H-inden-1-yl)butanoate